1-hexadecyl-2-(9Z-octadecenoyl)-glycero-3-phosphoserine CCCCCCCCCCCCCCCCOC[C@H](COP(=O)(O)OC[C@@H](C(=O)O)N)OC(=O)CCCCCCC/C=C\CCCCCCCC